C(C1=C(C=CC=C1)N=C=O)C1=CC=C(C=C1)N=C=O 4,2'-Methylenediphenyl diisocyanate